(R)-1-(3-(3-(6-aminopyrimidin-4-yl)-5-chlorophenyl)morpholino)prop-2-en-1-one NC1=CC(=NC=N1)C=1C=C(C=C(C1)Cl)[C@@H]1COCCN1C(C=C)=O